CC1=CC=C(C=C1)SC The molecule is an aryl sulfide that is thioanisole in which the hydrogen at the para position has been replaced by a methyl group. It is an aryl sulfide and a member of toluenes.